chloro-1'-(cis-4-ethyl-4-methoxycyclohexyl)-4'H,6'H-spiro[1,3-dioxolane-2,5'-[1,2,4]triazolo[4,3-a][1]benzazepine] ClC1C=2N(C3=C(CC14OCCO4)C=CC=C3)C(=NN2)C2CCC(CC2)(OC)CC